C(#N)C1(CCOCC1)C=1C=C2C(=CC=NC2=CC1)C(=O)NCC(=O)N1CSC[C@H]1C#N (R)-6-(4-cyanotetrahydro-2H-pyran-4-yl)-N-(2-(4-cyanothiazolidin-3-yl)-2-oxoethyl)quinoline-4-carboxamide